FC=1C=C(C(=O)NC2=C(N(N=C2)C)C)C=C(C1)F 3,5-difluoro-N-(3-methyl-2-methyl-pyrazol-4-yl)benzamide